C(CC(=C)C1CC=CCC1)C1CC=CCC1 4,4'-(but-3-ene-1,3-diyl)dicyclohex-1-ene